4-{[{(1R)-1-[1-Benzyl-4-(2,5-difluorophenyl)-1H-imidazol-2-yl]-2,2-dimethylpropyl}(glycoloyl)amino]methyl}-1-(tert-butoxycarbonyl)pyrrolidine-3-carboxylic acid C(C1=CC=CC=C1)N1C(=NC(=C1)C1=C(C=CC(=C1)F)F)[C@@H](C(C)(C)C)N(C(CO)=O)CC1C(CN(C1)C(=O)OC(C)(C)C)C(=O)O